[Ni].[Si].[B] boron silicon-nickel